C(CCCCCCCCC(=O)O)(=O)O.C(C)(=O)NC[C@H]1CN(C(O1)=O)C=1C=C(C(=NC1)N1CCN(CC1)C(=O)NC1=CC=C(C=C1)Cl)F (S)-4-{5-[5-(acetamidomethyl)-2-oxazolidinone-3-yl]-3-fluoropyridin-2-yl}-N-(4-chlorophenyl)piperazine-1-carboxamide Decandioat